trimethylolpropane trioctanate C(CCCCCCC)(=O)O.C(CCCCCCC)(=O)O.C(CCCCCCC)(=O)O.C(O)C(CC)(CO)CO